C(C)N1CCNC2=C(C1=O)C=CC(=C2)C(=O)N2C[C@H]([C@@]1(CC2)NCC2=CC=CC=C2C1)O 4-ethyl-8-((3R,3'R)-3'-hydroxy-1,4-dihydro-1'H,2H-spiro[isoquinoline-3,4'-piperidine]-1'-carbonyl)-1,2,3,4-tetrahydro-5H-1,4-benzodiazepin-5-one